C(C)(C)(C)C1=C(C(=NO1)C(=O)OCC)F ethyl 5-(tert-butyl)-4-fluoroisoxazole-3-carboxylate